C(C#CC)(=O)[O-] butynoate